phenyl-{[phenyl(biphenylyl)triazinyl]phenyl}indolocarbazole C1(=CC=CC=C1)C=1C(=C2C(=CC1)N=C1C=CC3=C4C=CC=CC4=NC3=C12)C1=C(C=CC=C1)C1=NN=NC(=C1C1=C(C=CC=C1)C1=CC=CC=C1)C1=CC=CC=C1